F[P-](F)(F)(F)(F)F.N1(N=NC2=C1C=CC=C2)O[P+](N2CCCC2)(N2CCCC2)N2CCCC2 1H-benzotriazol-1-yloxytripyrrolidinophosphonium hexafluorophosphate